bis(triphenyl-phosphine) palladium (II) dichloride [Pd](Cl)Cl.C1(=CC=CC=C1)P(C1=CC=CC=C1)C1=CC=CC=C1.C1(=CC=CC=C1)P(C1=CC=CC=C1)C1=CC=CC=C1